C(C)(C)N(C(OC(C=1N(C(=C(N1)C)I)COCC[Si](C)(C)C)C1=CC(=C(C=C1)Cl)F)=O)C(C)C (4-chloro-3-fluorophenyl)(5-iodo-4-methyl-1-((2-(trimethylsilyl)ethoxy)methyl)-1H-imidazol-2-yl)methyl diisopropylcarbamate